9,9'-(5-(4,6-diphenylpyrimidin-2-yl)-1,3-phenylene)bis(3,6-bis(2,6-dimethylphenyl)-9H-carbazole) C1(=CC=CC=C1)C1=NC(=NC(=C1)C1=CC=CC=C1)C=1C=C(C=C(C1)N1C2=CC=C(C=C2C=2C=C(C=CC12)C1=C(C=CC=C1C)C)C1=C(C=CC=C1C)C)N1C2=CC=C(C=C2C=2C=C(C=CC12)C1=C(C=CC=C1C)C)C1=C(C=CC=C1C)C